3-((S)-2-hydroxy-3-((R)-8-(4-methoxypyrimidin-2-yl)-1-oxa-8-azaspiro[4.5]decan-3-ylamino)propoxy)-N-methylbenzenesulfonamide O[C@H](COC=1C=C(C=CC1)S(=O)(=O)NC)CN[C@H]1COC2(C1)CCN(CC2)C2=NC=CC(=N2)OC